3,3'-disulfanediylbis(pyridine-2-amine) S(SC=1C(=NC=CC1)N)C=1C(=NC=CC1)N